C(C)N(CC)C=1C(=C(C(=C(C(=O)[O-])C1)CCCCCC)C(C1=CC=CC=C1)=O)O DIETHYLAMINO-HYDROXYBENZOYL-HEXYLBENZOAT